ClC1=CC(=C(COC2=CC=CC(=N2)N2[C@@H]3[C@H](N(CC2)CC(=O)NC2=C(C=C(C(=O)OC)C=C2)NCCN2C(=NC=C2)C)COC3)C=C1)F |r| rac-Methyl 4-(2-((4aR,7aS)-4-(6-((4-chloro-2-fluorobenzyl)oxy)pyridin-2-yl)hexahydrofuro[3,4-b]pyrazin-1(2H)-yl)acetamido)-3-((2-(2-methyl-1H-imidazol-1-yl)ethyl)amino)benzoate